C(C)(C)(C)[SiH](OC1=CC=C(C=C1)\C=C\B1OC(C(O1)(C)C)(C)C)C (E)-tert-butylmethyl-(4-(2-(4,4,5,5-tetramethyl-1,3,2-dioxaborolan-2-yl)vinyl)phenoxy)silane